CC1=CC(C(O1)=O)=CC1=CC=CC=C1 5-methyl-3-(Phenylmethylene)-2(3H)-furanone